O[C@H]([C@H](CO)NC(C1=CC(=C(C=C1)C)CNC1=NC(=CN=C1)C1=CC=CC=C1)=O)C1=CC=CC=C1 N-[(1S,2S)-1,3-dihydroxy-1-phenylpropan-2-yl]-4-methyl-3-{[(6-phenylpyrazin-2-yl)amino]methyl}benzamide